N1(CCC1)CCC1=NN(C(C=C1C)=O)[C@H](C(=O)N)CC(C)C (S)-2-(3-(2-(azetidine-1-yl)ethyl)-4-methyl-6-oxopyridazin-1(6H)-yl)-4-methylpentanamide